2-(5-chlorothiophen-2-yl)-5-(5-methylisothiazol-4-yl)aniline ClC1=CC=C(S1)C1=C(N)C=C(C=C1)C=1C=NSC1C